1-(6-(3-(3-methylpyridin-4-yl)imidazo[1,2-a]pyrimidin-2-yl)-2,3-dihydro-4H-benzo[b][1,4]oxazin-4-yl)ethan-1-one CC=1C=NC=CC1C1=C(N=C2N1C=CC=N2)C2=CC1=C(OCCN1C(C)=O)C=C2